1-(bicyclo[1.1.1]pentan-1-yl)-N-((S)-1-(2-chloro-3-cyanophenyl)ethyl)-4-(((1R,5S,6s)-3-methyl-3-azabicyclo[3.1.0]hexan-6-yl)amino)-6-oxo-1,6-dihydropyridine-3-carboxamide C12(CC(C1)C2)N2C=C(C(=CC2=O)NC2[C@@H]1CN(C[C@H]21)C)C(=O)N[C@@H](C)C2=C(C(=CC=C2)C#N)Cl